N-(2,4-dihydroxy-5-isopropylphenyl)-3-fluoro-N-isopropylbenzamide OC1=C(C=C(C(=C1)O)C(C)C)N(C(C1=CC(=CC=C1)F)=O)C(C)C